cis-bicyclo[2.2.1]-5-heptene-2,3-dicarboxylic acid C12C(C(C(C=C1)C2)C(=O)O)C(=O)O